ClC(C(=O)OC)(F)F Methyl 2-chloro-2,2-difluoroacetate